ClC=1C=C(C=CC1)C=1C(=CC(=CC1C1=CC=CC=C1)C1=CC=CC=C1)C1=CC=CC=C1 3-chloro-4',6'-diphenyl-1,1':2',1''-terphenyl